6-ethylindole formate C(=O)O.C(C)C1=CC=C2C=CNC2=C1